5-(3-chloro-5-methylphenyl)-4-(5-methylfuran-2-yl)pyrimidin-2-amine ClC=1C=C(C=C(C1)C)C=1C(=NC(=NC1)N)C=1OC(=CC1)C